5-bromo-2-methoxy-d3-nicotinic acid methyl-d3 ester C([2H])([2H])([2H])OC(C1=C(N=CC(=C1)Br)OC([2H])([2H])[2H])=O